rac-N-[(5R,6S)-5-[(3'-fluoro-5'-methyl[1,1'-biphenyl]-3-yl)methyl]-4-oxo-3-(propan-2-yl)-3,4,5,6,7,8-hexahydroquinazolin-6-yl]methanesulfonamide FC=1C=C(C=C(C1)C)C1=CC(=CC=C1)C[C@@H]1C=2C(N(C=NC2CC[C@@H]1NS(=O)(=O)C)C(C)C)=O |r|